C(N)(OC(C=O)CCCC)=O 1-oxohexane-2-yl carbamate